hexadecyl-methyl-imidazole C(CCCCCCCCCCCCCCC)C=1N=C(NC1)C